1-(2-((1R,3S,5R)-3-((6-bromo-3-methylpyridin-2-yl)carbamoyl)-5-methyl-2-azabicyclo[3.1.0]hexan-2-yl)-2-oxoethyl)-N-ethyl-5-(2-methylpyrimidin-5-yl)-1H-indazole-3-carboxamide BrC1=CC=C(C(=N1)NC(=O)[C@H]1N([C@@H]2C[C@@]2(C1)C)C(CN1N=C(C2=CC(=CC=C12)C=1C=NC(=NC1)C)C(=O)NCC)=O)C